CN1C(=NC2=C1C=CC=C2)COC2=CC=C(C=C2)C=2N(N=CC2C2=CC=NC=C2)C 1-methyl-2-[4-(2-methyl-4-pyridin-4-yl-2H-pyrazol-3-yl)-phenoxymethyl]-1H-benzimidazole